BrC1=CC(=C(C=C1)NC(OCC1=CC=CC=C1)=O)OC\C=C\CO Benzyl N-[4-bromo-2-[(E)-4-hydroxybut-2-enoxy]phenyl]carbamate